FS(C1=CC=C(C=C1)NC1=C(C=CC=C1)S(=O)(=O)N)(F)(F)(F)F ((4-(pentafluoro-λ6-sulfanyl)phenyl)amino)benzenesulfonamide